C1=CC=CC=CC=CC=CC=CC=C1 cyclotetradecheptaene